tert-butyl (2R)-2-[[tert-butyl(diphenyl)silyl]oxymethyl]-5-oxo-2H-pyrrole-1-carboxylate [Si](C1=CC=CC=C1)(C1=CC=CC=C1)(C(C)(C)C)OC[C@@H]1N(C(C=C1)=O)C(=O)OC(C)(C)C